α-quinquethiophene C1=CSC(=C1)C2=CC=C(S2)C3=CC=C(S3)C4=CC=C(S4)C5=CC=CS5